[C-]#N.C(CC)[N+]1=CC(=CC=C1)C 1-Propyl-3-Methylpyridinium cyanid